ethyl 1-(4-((1,4-dioxaspiro[4.5]decan-8-yl)oxy)-2-methylphenyl)-1H-pyrazole-4-carboxylate O1CCOC12CCC(CC2)OC2=CC(=C(C=C2)N2N=CC(=C2)C(=O)OCC)C